CC=1C=C(N=NC1N1CC=2C=C(C=NC2CC1)N1C[C@H](OCC1)C)C#N (R)-5-methyl-6-(3-(2-methylmorpholino)-7,8-dihydro-1,6-naphthyridin-6(5H)-yl)pyridazine-3-carbonitrile